COC1=C(OCC(=O)OC(C)(C)C)C=CC(=C1)C1=CC(=NC=2C3=C(NC(CC21)=O)C=CC=C3)C3=CC=CC=C3 tert-butyl 2-(2-methoxy-4-(6-oxo-2-phenyl-6,7-dihydro-5H-benzo[b]pyrido[2,3-d]azepin-4-yl)phenoxy)acetate